ClC1CC(=NN1C)C 5-chloro-1,3-dimethyl-4,5-dihydro-1H-pyrazole